2-(Dimethylamino)ethyl N-[(E,1S)-6-(dimethylamino)-1-[[1-[(6-fluoro-7-isobutyl-1H-pyrrolo[3,2-b]pyridin-2-yl)methyl]-2-oxo-3-pyridyl]carbamoyl]-6-oxo-hex-4-enyl]carbamat CN(C(/C=C/CC[C@@H](C(NC=1C(N(C=CC1)CC1=CC2=NC=C(C(=C2N1)CC(C)C)F)=O)=O)NC(OCCN(C)C)=O)=O)C